4-((L-alanyl)oxy)butanoic acid N[C@@H](C)C(=O)OCCCC(=O)O